CN1N=C(C2=CC=C(C=C12)C1C(CN(CC1)CC1CNCCC1)C)N1C(NC(CC1)=O)=O 1-(1-methyl-6-(3-methyl-1-(piperidin-3-ylmethyl)piperidin-4-yl)-1H-indazol-3-yl)dihydropyrimidine-2,4(1H,3H)-dione